2-(4-chloro-1-isopropyl-1H-pyrazol-5-yl)-4-(3-chloro-4-(3-fluoro-6-methylpyridin-2-yl)benzyl)-6,7-dihydropyrazolo[1,5-a]pyrimidin-5(4H)-one ClC=1C=NN(C1C1=NN2C(N(C(CC2)=O)CC2=CC(=C(C=C2)C2=NC(=CC=C2F)C)Cl)=C1)C(C)C